S1NN=C2C1=CC=N2 pyrrolo[2,3-d]-1,2,3-thiadiazole